4-((3',4'-diamino-6-fluoro-[1,1'-biphenyl]-3-yl)methyl)-6-methylphthalazin-1(2H)-one NC=1C=C(C=CC1N)C1=CC(=CC=C1F)CC1=NNC(C2=CC=C(C=C12)C)=O